BrC1=C2C(=NC(=C1)N1C=NC=C1)C=NN2 7-bromo-5-(1H-imidazole-1-yl)-1H-pyrazolo[4,3-b]Pyridine